3-(bromomethyl)isoquinoline 2-oxide BrCC=1[N+](=CC2=CC=CC=C2C1)[O-]